N-(5-cyclobutyl-1H-pyrazol-3-yl)-2-(4-((4-(2,4-dioxotetrahydropyrimidin-1(2H)-yl)-2-fluorobenzyl)oxy)phenyl)acetamide C1(CCC1)C1=CC(=NN1)NC(CC1=CC=C(C=C1)OCC1=C(C=C(C=C1)N1C(NC(CC1)=O)=O)F)=O